1,1,1-trifluoro-methanesulfonic acid trimethylsilyl ester C[Si](C)(C)OS(=O)(=O)C(F)(F)F